tert-Butyl 4-[(1-{4-[(2S)-3,3-diethyl-4-oxoazetidin-2-yl]-2-fluoro-5-methoxyphenyl}piperidin-4-yl)methyl]piperazine-1-carboxylate C(C)C1([C@@H](NC1=O)C1=CC(=C(C=C1OC)N1CCC(CC1)CN1CCN(CC1)C(=O)OC(C)(C)C)F)CC